BrC(CCCOC(C)=O)C 4-bromopentylacetate